6-(2-(5-cyclopropyl-3-(2,6-dichlorophenyl)isoxazol-4-yl)-7-azaspiro[3.5]non-1-en-7-yl)-1-methyl-1H-pyrrolo[3,2-c]pyridine-3-carboxylic acid C1(CC1)C1=C(C(=NO1)C1=C(C=CC=C1Cl)Cl)C1=CC2(C1)CCN(CC2)C2=CC1=C(C=N2)C(=CN1C)C(=O)O